C12CCC=CCCC2C1 bicyclo[6.1.0]non-4-ene